3-(piperazin-1-ylmethyl)benzamide N1(CCNCC1)CC=1C=C(C(=O)N)C=CC1